C(C)(C)(C)OC(NC=1C=CC=2N(C1)C=C(N2)C2=CC=CC=C2)=O Tert-Butyl(2-phenylimidazo[1,2-a]pyridin-6-yl)carbamate